N[C@@H]1CN(CC[C@H]1F)C1=NC2=C(N1CC(=O)N(C1CS(CC1)(=O)=O)C1CC1)C=C(C(=C2)F)F 2-(2-((3R,4R)-3-Amino-4-fluoropiperidin-1-yl)-5,6-difluoro-1H-benzo[d]imidazol-1-yl)-N-cyclopropyl-N-(1,1-dioxidotetrahydrothiophen-3-yl)acetamid